methyl 2-[(2-chloroacetyl)-[(4-methoxyphenyl)methyl]amino]-3-hydroxy-propanoate ClCC(=O)N(C(C(=O)OC)CO)CC1=CC=C(C=C1)OC